2,4-diamino-N,N-diallyl-aniline ethyl-1-benzyl-5-cyclopropyl-pyrazole-3-carboxylate C(C)OC(=O)C1=NN(C(=C1)C1CC1)CC1=CC=CC=C1.NC1=C(N(CC=C)CC=C)C=CC(=C1)N